diethyl 2,2'-((((7-(3-(aminomethyl)phenyl)benzofuran-2,5-diyl)bis(methylene))bis(oxy))bis(2,1-phenylene))diacetate NCC=1C=C(C=CC1)C1=CC(=CC=2C=C(OC21)COC2=C(C=CC=C2)CC(=O)OCC)COC2=C(C=CC=C2)CC(=O)OCC